(3R,5'S)-1'-(N-methyl-N-(4,6,7-trifluoro-1H-indole-2-carbonyl-3,5-d2)-L-leucyl)-2-oxospiro[indoline-3,3'-pyrrolidine]-5'-carboxamide CN([C@@H](CC(C)C)C(=O)N1C[C@]2(C[C@H]1C(=O)N)C(NC1=CC=CC=C12)=O)C(=O)C=1NC2=C(C(=C(C(=C2C1[2H])F)[2H])F)F